COC1=C(C=C(C=C1)C[C@@H]2C3=CC(=C(C=C3CCN2)OC)OC)OC The molecule is a benzylisoquinoline alkaloid that is (R)-norlaudanosoline in which the four phenolic hydrogens have been replaced by methyl groups. It is an aromatic ether, a benzylisoquinoline alkaloid, a benzyltetrahydroisoquinoline, a polyether and a secondary amino compound. It derives from a (R)-norlaudanosoline. It is a conjugate base of a (R)-tetrahydropapaverine(1+).